C(C)[Si](CC)(CC)[Te][Si](CC)(CC)CC bis(triethylsilyl)tellurium